C(CCCCCCCC\C=C/C=C/CCC)=O Z,E-10,12-hexadecadienal